2-(4-(4-fluorophenyl)-2,2-dimethyl-2H-chromen-6-yl)-5-(4-(methoxycarbonyl)phenyl)-1H-pyrrole-1-carboxylic acid tert-butyl ester C(C)(C)(C)OC(=O)N1C(=CC=C1C1=CC=C(C=C1)C(=O)OC)C=1C=C2C(=CC(OC2=CC1)(C)C)C1=CC=C(C=C1)F